C(=CCCCCCCCCCC)[Si](OC)(OC)C dodecenyl-methyldimethoxysilane